(S)-6-(1-amino-1,3-dihydrospiro[indene-2,4'-piperidine]-1'-yl)-3-(1-(3-(2-methoxyethoxy)phenyl)cyclopropyl)-1,5-dihydro-4H-pyrazolo[3,4-d]pyrimidin-4-one N[C@@H]1C2=CC=CC=C2CC12CCN(CC2)C=2NC(C1=C(N2)NN=C1C1(CC1)C1=CC(=CC=C1)OCCOC)=O